3-hydroxymethyl-2,2-dimethylcyclobutene OCC1C(C=C1)(C)C